1,1-dimethoxy-9,11-octadecadiene COC(CCCCCCCC=CC=CCCCCCC)OC